C(C)C1=C(C(=C(C(=O)O\N=C(\C(=O)O)/C#N)C(=C1)Cl)OC)Cl.CC1(OC[C@@H](O1)C(CO)O)C 1-((R)-2,2-dimethyl-1,3-dioxolan-4-yl)ethane-1,2-diol (E)-ethyl-2-cyano-2-(((3,6-dichloro-2-methoxybenzoyl)oxy)imino)acetate